3-[4-(1H-indazol-5-ylamino)-2-quinazolinyl-phenoxy]-N-(propan-2-yl)acetamide N1N=CC2=CC(=CC=C12)NC1=CC(=C(OCC(C)NC(C)=O)C=C1)C1=NC2=CC=CC=C2C=N1